S1C=NC2=C1C=CC(=C2)NC(C2=C(C(=CC=C2)Cl)Cl)=O N-Benzothiazol-5-yl-2,3-dichloro-benzamide